FC1=C(C(=C2C=CNC2=C1F)SC)OC=1C=CC(=C(C1)C=1NC=C(N1)[C@@]1(CCOC2=C(C=CC=C12)CC(C(=O)OC)(C)C)C)F methyl 3-[(4R)-4-[2-[5-[(6,7-difluoro-4-methylsulfanyl-1H-indol-5-yl)oxy]-2-fluoro-phenyl]-1H-imidazol-4-yl]-4-methyl-chroman-8-yl]-2,2-dimethyl-propanoate